CN(S(=O)(=O)C)C1=NC=CC=C1CNC1=NC(=NC=C1C(F)(F)F)NC1=CC(=CC=C1)C(=O)N1C(CCC1)C N-methyl-N-[3-({[2-({3-[(2-methylpyrrolidin-1-yl)carbonyl]phenyl}amino)-5-(trifluoromethyl)pyrimidin-4-yl]amino}methyl)pyridin-2-yl]methanesulfonamide